C(C=C)(=O)N1CC2(C1)CN(CC2)C2=NC(=NC(=C2C#N)C2=C1C=NNC1=CC=C2C)N2CC(CC2)(F)F 4-(2-acryloyl-2,6-diazaspiro[3.4]octan-6-yl)-2-(3,3-difluoropyrrolidin-1-yl)-6-(5-methyl-1H-indazol-4-yl)pyrimidine-5-carbonitrile